C(N)(=N)N1CC2=CC=C(C=C2C1)NC(C1=CC(=C(C=C1)C=1CCN(CC1)C(N)=N)F)=O N-(2-Carbamimidoyl-2,3-dihydro-1H-isoindol-5-yl)-4-(1-carbamimidoyl-1,2,3,6-tetrahydro-pyridin-4-yl)-3-fluoro-benzamide